ClC1=C(C=C(C=C1)NC(=O)N1C2CCC(CC1(C2)C=2OC(=NN2)COC)C)C2=NN(C=N2)C cis-N-(4-chloro-3-(1-methyl-1H-1,2,4-triazol-3-yl)phenyl)-1-(5-(methoxymethyl)-1,3,4-oxadiazol-2-yl)-3-methyl-7-azabicyclo[4.1.1]octane-7-carboxamide